C1(C=CC(N1CCCCCC(=O)N[C@@H](C(C)C)C(=O)O)=O)=O ε-maleimido-caproyl-valine